NC=1C=2N(C3=CC(=CC=C3N1)C(=O)N(C1COC3=C1C=CC(=C3)C(F)(F)F)C)C=NC2Br 4-amino-3-bromo-N-methyl-N-(6-(trifluoromethyl)-2,3-dihydrobenzofuran-3-yl)imidazo[1,5-a]quinoxaline-8-carboxamide